(E)-3-[4-(Dibutylamino)phenyl]-1-(2-hydroxyphenyl)prop-2-en-1-one C(CCC)N(C1=CC=C(C=C1)/C=C/C(=O)C1=C(C=CC=C1)O)CCCC